(2S,4S)-4-[(2-chlorophenyl)-methoxy]pyrrolidine-2-carboxylic acid ClC1=C(C=CC=C1)CO[C@H]1C[C@H](NC1)C(=O)O